C(CCCCCC(C)(C)C)(=O)OOOC(C)(C)C1=CC=CC=C1 α-cumylperoxy neodecanoate